OC1=CC(=CC2=CC(=C(C=C12)O)O)C(=O)O 4,6,7-trihydroxy-2-naphthoic acid